ClC1=CC=C(C(=N1)C(=O)O)NC(C)C=1C=C(C=C2C(C=C(OC12)N1CC2=CC=C3C(=C2C1)OCO3)=O)C 6-chloro-3-[1-[2-(6,8-dihydro-[1,3]dioxolo[4,5-e]isoindol-7-yl)-6-methyl-4-oxo-chromen-8-yl]ethylamino]pyridine-2-carboxylic acid